2-(3,3-difluoro-2-(4-methoxyphenyl)allyl)-1,3-dioxolane FC(=C(CC1OCCO1)C1=CC=C(C=C1)OC)F